5-((4-(3-bromopropyl)piperazin-1-yl)methyl)-2-(2,6-dioxopiperidin-3-yl)isoindoline-1,3-dione BrCCCN1CCN(CC1)CC=1C=C2C(N(C(C2=CC1)=O)C1C(NC(CC1)=O)=O)=O